tert-Butyl 4-[5-methyl-4-(5-oxo-6H-imidazo[1,2-c]pyrimidin-7-yl)pyrazol-1-yl]piperidine-1-carboxylate CC1=C(C=NN1C1CCN(CC1)C(=O)OC(C)(C)C)C1=CC=2N(C(N1)=O)C=CN2